C(C)OC(=O)C1=CC(=NN1CC(=O)N(C)C)C(F)(F)F 1-(2-(dimethylamino)-2-oxoethyl)-3-(trifluoromethyl)-1H-pyrazole-5-carboxylic acid ethyl ester